ClC1=C(C=CC=C1)C1=NOC(=C1CO[C@H]1C[C@H](N(CC1)C(=O)OC(C)(C)C)C)C1CC1 (2R,4R)-tert-butyl 4-((3-(2-chlorophenyl)-5-cyclopropylisoxazol-4-yl)methoxy)-2-methylpiperidine-1-carboxylate